CC(CC=O)CC=CCCCCCCC 3-methyltridec-5-enal